[SH4]1NCC(C(CN1)O)O 1lambda6-[1,2,7]Thiadiazepane-4,5-Diol